N1CC(C1)CCNC(C1=CC=C(C=C1)C1CC2(CC(C2)(F)F)CCN1CC1=C2C=CNC2=C(C=C1OC)C)=O N-(2-(azetidin-3-yl)ethyl)-4-(2,2-difluoro-7-((5-methoxy-7-methyl-1H-indol-4-yl)methyl)-7-azaspiro[3.5]nonan-6-yl)benzamide